[[2-[1-[(1-phenyltriazol-4-yl)methyl]pyridin-1-ium-3-yl]acetyl]amino]ammonium diformate C(=O)[O-].C(=O)[O-].C1(=CC=CC=C1)N1N=NC(=C1)C[N+]1=CC(=CC=C1)CC(=O)N[NH3+]